glycerol 1,3-diglycerate C(C(O)CO)(=O)OCC(O)COC(C(O)CO)=O